(S)-6-ethyl-3-(trifluoromethyl)-5,6,6a,7,9,10-hexahydro-8H-pyrazino[1,2-a]pyrido[3,2-e]pyrimidin C(C)N1[C@H]2N(C3=C(C1)C=C(C=N3)C(F)(F)F)CCNC2